(2R,3R,4R,5S)-5-(4-aminothieno[3,2-d]pyrimidin-7-yl)-4-chloro-2-(chloromethyl)-2-(hydroxymethyl)tetrahydrofuran-3-ol NC=1C2=C(N=CN1)C(=CS2)[C@H]2[C@@H]([C@@H]([C@](O2)(CO)CCl)O)Cl